CC=1[C@H](CC(C1C\C=C/C=C)=O)OC(=O)[C@H]1C([C@@H]1C=C(C)C)(C)C (1R,3R)-2,2-dimethyl-3-(2-methyl-1-propenyl)cyclopropanecarboxylic acid (1S)-2-methyl-4-oxo-3-(2Z)-2,4-pentadienyl-2-cyclopenten-1-yl ester